4-((1r,3r)-3-((1-(4-(tert-butoxycarbonyl)phenyl)piperidin-4-yl)oxy)cyclobutoxy)phthalic acid C(C)(C)(C)OC(=O)C1=CC=C(C=C1)N1CCC(CC1)OC1CC(C1)OC=1C=C(C(C(=O)O)=CC1)C(=O)O